ClC1=C(C(=O)P(C2=CC=CC3=CC=CC=C23)(C(C2=C(C=CC=C2Cl)Cl)=O)=O)C(=CC=C1)Cl bis-(2,6-dichlorobenzoyl)-1-naphthylphosphin oxide